1-(2-(4-bromophenyl)propan-2-yl)piperidin-2-one BrC1=CC=C(C=C1)C(C)(C)N1C(CCCC1)=O